1-methyl-4-iodonaphthalene CC1=CC=C(C2=CC=CC=C12)I